C(C)C1C(C1C=1C=NN(C1)C)C(=O)NC=1N=CC2=CC(=C(C=C2C1)C1CCN(CC1)[C@@]1(COC[C@@H]1F)C)C 2-ethyl-N-(6-(1-((3R,4R)-4-fluoro-3-methyltetrahydrofuran-3-yl)piperidin-4-yl)-7-methylisoquinolin-3-yl)-3-(1-methyl-1H-pyrazol-4-yl)cyclopropane-1-carboxamide